2,4-difluoro-N-(3-methoxy-6-(4,4,5,5-tetramethyl-1,3,2-dioxaborolan-2-yl)pyridin-2-yl)-N-propylbenzenesulfonamide FC1=C(C=CC(=C1)F)S(=O)(=O)N(CCC)C1=NC(=CC=C1OC)B1OC(C(O1)(C)C)(C)C